C(C)OC(CSC1OCCCC1)=O ((tetrahydro-2H-pyran-2-yl)thio)acetic acid ethyl ester